CC1=C(C=NC=C1)C1=CC=CC2=C1N=C(S2)N (4-methylpyridin-3-yl)benzo[d]thiazol-2-amine